5-ethynyl-6-Fluoronaphthalin-2-ol C(#C)C1=C2C=CC(=CC2=CC=C1F)O